[Ag].[Zn].[Mg] magnesium-zinc-silver